3-(2-chloro-4-formylphenoxy)benzonitrile ClC1=C(OC=2C=C(C#N)C=CC2)C=CC(=C1)C=O